17-(3-pyridyl)-androstane-5,16-diene N1=CC(=CC=C1)C=1[C@]2(C)[C@@H](CC1)[C@@H]1CC=C3CCCC[C@]3(C)[C@H]1CC2